C(C)O[N+]1=CC=C(C=C1)C1=CC=CC=C1 1-ethoxy-4-phenylpyridinium